C[C@H]1[C@H](CCC1)C1=NC=CC2=CC=CC=C12 |o1:1,2| ((1S*,2R*)-2-methylcyclopentyl)isoquinolin